COC(C[C@@H](CCl)O)=O (S)-(+)-4-chloro-3-hydroxybutyric acid methyl ester